FC1=C(C=C(C=C1)C1=NOC(=C1)[C@]1(C(N(CC1)C)=O)O)C1=CC(=CC(=N1)C(=O)N)C(F)(F)F (R)-6-(2-fluoro-5-(5-(3-hydroxy-1-methyl-2-oxopyrrolidin-3-yl)isoxazol-3-yl)phenyl)-4-(trifluoromethyl)pyridineamide